C(C)(C)(C)OC(=O)N1C(C(CC1)N(C)C1=NC(=NC2=C(C(=C(C=C12)Cl)Br)F)Cl)C 3-[(7-bromo-2,6-dichloro-8-fluoro-quinazolin-4-yl)-methyl-amino]-2-methyl-pyrrolidine-1-carboxylic acid tert-butyl ester